FC1=NC=C(C=N1)C1=C(C2=C(N=CN=C2N)N1C)C1=CC=C(C=C1)OC1=NC=CC(=N1)C 6-(2-fluoropyrimidin-5-yl)-7-methyl-5-(4-((4-methylpyrimidin-2-yl)oxy)phenyl)-7H-pyrrolo[2,3-d]pyrimidin-4-amine